ClC1=CC=C(C=C1)C1=NN=C(O1)[C@H](CCCNC(OC(C)(C)C)=O)N1C(C2=CC=CC=C2C1=O)=O tert-Butyl (S)-(4-(5-(4-chlorophenyl)-1,3,4-oxadiazol-2-yl)-4-(1,3-dioxoisoindolin-2-yl)butyl)carbamate